O=C1C(CCC1)C#N 2-oxocyclopentane-1-carbonitrile